2-(3-chloro-4-nitro-1H-pyrazol-1-yl)-2-methylpropane-1,3-diol ClC1=NN(C=C1[N+](=O)[O-])C(CO)(CO)C